(6S,7S)-N-ethyl-6-((2-methoxy-[1,1'-biphenyl]-3-yl)methyl)-7-(methylsulfonamido)-5-azaspiro[2.4]heptane-5-carboxamide C(C)NC(=O)N1CC2(CC2)[C@@H]([C@@H]1CC=1C(=C(C=CC1)C1=CC=CC=C1)OC)NS(=O)(=O)C